2,2'-binaphthalen C1=C(C=CC2=CC=CC=C12)C1=CC2=CC=CC=C2C=C1